C(C1=CC=CC=C1)N1C(=C(C(C12C(=NN(C2=O)C2=CC=CC=C2)C)C2=CC(=C(C=C2)C)C)C(=O)OCC)C(=O)OCC diethyl 1-benzyl-4-(3,4-dimethylphenyl)-6-methyl-9-oxo-8-phenyl-1,7,8-triazaspiro[4.4]non-2,6-diene-2,3-dicarboxylate